[O].S=O sulfur oxide compound with oxygen